NC1=CC=CC(=N1)S(=O)(=O)NC(=O)C=1C(=NC(=C(C1)C1=CC=CC=C1)C(C)(C)C)N1C(CC(C1)C)(C)C N-[(6-Amino-2-pyridyl)sulfonyl]-6-tert-butyl-5-phenyl-2-(2,2,4-trimethylpyrrolidin-1-yl)pyridin-3-carboxamid